CC=1C=C(C=CC1S(=O)(=O)C)C1=NN(C2=C1C=NC=C2)C2OCCCC2 3-methyl-4-methylsulfonyl-phenyl-1-tetrahydropyran-2-yl-pyrazolo[4,3-c]pyridine